ClC1=C(C(=O)N(CCCO)C2=CC(=C(C=C2)Cl)C2=NC=CC=C2)C=CC(=C1)C(=O)N 2-chloro-N1-(4-chloro-3-(pyridin-2-yl)phenyl)-N-(3-hydroxypropyl)terephthalamide